2,3-dihydro-3,3,6-trimethyl-1H-inden CC1(CCC2=CC(=CC=C12)C)C